CC1=CC=C(C=C1)S(=O)(=O)N1CCC(CC1)C=1C=NC=CC1 1'-(toluene-4-sulfonyl)-1',2',3',4',5',6'-hexahydro-[3,4']bipyridinyl